anti-succinyl-CoA C(CCC(=O)O)(=O)SCCNC(CCNC([C@@H](C(COP(OP(OC[C@@H]1[C@H]([C@H]([C@@H](O1)N1C=NC=2C(N)=NC=NC12)O)OP(=O)(O)O)(=O)O)(=O)O)(C)C)O)=O)=O